C(C)(C)(C)OC(=O)N1CC2(NC(C1)C2)C2=CC=CC=1N(C(N(C12)C)=O)C1C(NC(CC1)=O)=O [1-(2,6-dioxo-3-piperidinyl)-3-methyl-2-oxo-benzimidazol-4-yl]-3,6-di-Azabicyclo[3.1.1]Heptane-3-carboxylic acid tert-butyl ester